NC(C)(C)C1=CC(=NC(=C1)C1=CC=C(C=C1)F)OC1[C@@H]2CN(C[C@H]12)C(=O)C1=CC=2N(C(=C1)C1CC1)N=C(C2)C ((1R,5S,6s)-6-((4-(2-aminopropan-2-yl)-6-(4-fluorophenyl)pyridin-2-yl)oxy)-3-azabicyclo[3.1.0]hexan-3-yl)(7-cyclopropyl-2-methylpyrazolo[1,5-a]pyridin-5-yl)methanone